2-(3,4-difluoro-5-nitrophenyl)-4,4,5,5-tetramethyl-1,3,2-dioxaborolane FC=1C=C(C=C(C1F)[N+](=O)[O-])B1OC(C(O1)(C)C)(C)C